diphenol silicon [Si].C1(=CC=CC=C1)O.C1(=CC=CC=C1)O